C(C)C1=NNC2=C1C=NC(=C2)CC(=O)N (3-ethyl-1H-pyrazolo[4,3-c]pyridin-6-yl)acetamide